2-(4-Piperidyl)ethanol N1CCC(CC1)CCO